C(C)(C)(C)OC(NC1=CSC2=C1C(N(C=C2C)C)=O)=O (5,7-Dimethyl-4-oxo-4,5-dihydrothieno[3,2-c]pyridin-3-yl)carbamic acid tert-butyl ester